BrC=1C=NN(C1C=O)C 4-Bromo-1-methylpyrazole-5-carbaldehyde